C(C)(C)(C)C1=NC=C(C(=N1)OC1(CCCC1)C#N)C(=O)N[C@@H](C)\C=C\S(=O)(=O)C (S,E)-2-(tert-butyl)-4-((1-cyanocyclopentyl)oxy)-N-(4-(methylsulfonyl)but-3-en-2-yl)pyrimidine-5-carboxamide